C(C)(C)(C)C1=CC(=C(C=C1)C1=CC=CC=C1)I 4-(tert-butyl)-2-iodo-1,1'-biphenyl